6-[(2,5-Dioxopyrrolidin-1-yl)oxy]-N-(2-[α-D-mannopyranosyl-(1→3)-[α-D-mannopyranosyl-(1→6)]-α-D-mannopyranosyl]propyl)-6-oxohexanamide O=C1N(C(CC1)=O)OC(CCCCC(=O)NCC(C)[C@@H]1[C@@H](O)[C@@H](O[C@@H]2[C@@H](O)[C@@H](O)[C@H](O)[C@H](O2)CO)[C@H](O)[C@H](O1)CO[C@@H]1[C@@H](O)[C@@H](O)[C@H](O)[C@H](O1)CO)=O